1-(7-((4-methoxy-5-(quinoxalin-6-yl)pyrrolo[2,1-f][1,2,4]triazin-2-yl)amino)-2-azaspiro[3.5]nonan-2-yl)ethan-1-one COC1=NC(=NN2C1=C(C=C2)C=2C=C1N=CC=NC1=CC2)NC2CCC1(CN(C1)C(C)=O)CC2